[Br-].C(C)(C)(C)[Si](OCCC[Zn+])(C)C (3-{[tert-butyl-(dimethyl)silyl]oxy}propyl)zinc bromide